5-bromo-1-(4-methoxybenzyl)-3,3-dimethyl-1,3-dihydrobenzo[c]isothiazole 2,2-dioxide BrC1=CC2=C(N(S(C2(C)C)(=O)=O)CC2=CC=C(C=C2)OC)C=C1